8-bromo-1-[trans-4-(piperidin-1-ylcarbonyl)cyclohexyl]-4H-[1,2,4]triazolo[4,3-a][1]benzazepin-5(6H)-one BrC=1C=CC2=C(CC(CC=3N2C(=NN3)[C@@H]3CC[C@H](CC3)C(=O)N3CCCCC3)=O)C1